5-cyano-6-(4-(2-phenylacetyl)piperazin-1-yl)-2-(trifluoromethyl)nicotinic acid C(#N)C=1C(=NC(=C(C(=O)O)C1)C(F)(F)F)N1CCN(CC1)C(CC1=CC=CC=C1)=O